6-cyclopropylbenzo[b]thiophene-2-methanol C1(CC1)C=1C=CC2=C(SC(=C2)CO)C1